CON(C(/C=C/C(=O)NC(CC)=O)=O)C (E)-N'-methoxy-N'-methyl-N-propionyl-but-2-enediamide